N-(3-chloro-4-fluorophenyl)-4-((2S,4s,7S)-2-hydroxy-2-((methylsulfonyl)methyl)spiro[3.5]nonan-7-yl)-1-methyl-1H-imidazole-5-carboxamide ClC=1C=C(C=CC1F)NC(=O)C1=C(N=CN1C)C1CCC2(CC(C2)(CS(=O)(=O)C)O)CC1